4-(2-((4,4-difluorocyclohexyl)amino)-6-(4-methylthiazol-2-yl)pyridin-4-yl)-1-methylpiperazin-2-one FC1(CCC(CC1)NC1=NC(=CC(=C1)N1CC(N(CC1)C)=O)C=1SC=C(N1)C)F